C(C)(C)(C)OC(=O)N[C@H](C(=O)OC1CC1)CI cyclopropyl (R)-2-((t-butoxycarbonyl) amino)-3-iodopropionate